7-[(1S)-2-fluoro-1-methyl-ethoxy]-2-(1-methyl-2-oxabicyclo[2.1.1]hexan-4-yl)imidazo[1,2-a]pyridine-6-carboxylic acid FC[C@@H](OC1=CC=2N(C=C1C(=O)O)C=C(N2)C21COC(C2)(C1)C)C